6-((5-chloro-3-(2,2,2-trifluoroethoxy)pyridin-2-yl)oxy)-1-methyl-N-(4-methyl-1,1-dioxidotetrahydro-2H-thiopyran-4-yl)-1H-benzo[d]imidazole-2-carboxamide ClC=1C=C(C(=NC1)OC=1C=CC2=C(N(C(=N2)C(=O)NC2(CCS(CC2)(=O)=O)C)C)C1)OCC(F)(F)F